(S)-N-methyl-N-(1-methyl-1H-pyrrolo[2,3-b]pyridin-6-yl)-3-(6-methyl-4-(trifluoromethyl)pyridin-2-yl)-2-oxoimidazolidine-4-carboxamide CN(C(=O)[C@H]1N(C(NC1)=O)C1=NC(=CC(=C1)C(F)(F)F)C)C1=CC=C2C(=N1)N(C=C2)C